3-((6-((4,4-difluorocyclohexyl)amino)-2-(3-methyl-1H-pyrazol-1-yl)pyrimidin-4-yl)oxy)cyclobutan-1-ol FC1(CCC(CC1)NC1=CC(=NC(=N1)N1N=C(C=C1)C)OC1CC(C1)O)F